6-((3,4-dihydroisoquinolin-2(1H)-yl)methyl)-N2-(p-tolyl)-1,3,5-triazine-2,4-diamine C1N(CCC2=CC=CC=C12)CC1=NC(=NC(=N1)NC1=CC=C(C=C1)C)N